FC=1C=C2C(=CC=NC2=CC1)C1CCC(CC1)[C@@H](C)NC(=N)SC methyl ((R)-1-((1s,4S)-4-(6-fluoroquinolin-4-yl)cyclohexyl)ethyl)carbamimidothioate